(4-hydroxyphenyl)-acetic acid OC1=CC=C(C=C1)CC(=O)O